2-(4-aminophenoxy)naphthalene NC1=CC=C(OC2=CC3=CC=CC=C3C=C2)C=C1